3-methyl-cyclohexanoic acid CC1CC(CCC1)C(=O)O